CC=1NC2=CC=CC(=C2C1)CN1CCC2(CC1)COC1=C3CN(C(C3=CC=C12)=O)C1C(NC(CC1)=O)=O 3-(1'-((2-methyl-1H-indol-4-yl)methyl)-6-oxo-6,8-dihydro-2H,7H-spiro[furo[2,3-e]isoindole-3,4'-piperidin]-7-yl)piperidine-2,6-dione